FC(C(=O)O)(F)F.C1OCC12CC(C2)OC=2C=C(C=CC2NC(C)=O)C2=C(C(=CC=C2)C2=CC(=NO2)N2CCNCC2)O N-(3-(2-Oxaspiro[3.3]heptan-6-yloxy)-2'-hydroxy-3'-(3-(piperazin-1-yl)isoxazol-5-yl)-[1,1'-biphenyl]-4-yl)acetamide 2,2,2-trifluoroacetate